N-([1,1':3',1''-terphenyl]-4'-yl)dibenzo[b,d]furan-2-amine C1(=CC=CC=C1)C1=CC(=C(C=C1)NC1=CC2=C(OC3=C2C=CC=C3)C=C1)C1=CC=CC=C1